(3aS,5aS,8R,8aS,9R,10aS)-9-(tert-butyl)-8,9-dihydroxytetrahydro-4H,9H-furo[3'',2'':2',3']cyclopenta[1',2':3,4]furo[2,3-b]pyrrole-2,4,7(3H,8H)-trione C(C)(C)(C)[C@@]1(C[C@H]2[C@]3(C(O[C@@H]4NC([C@@H]([C@@]431)O)=O)=O)CC(O2)=O)O